2-(2-((5-Bromo-2-((2-methoxy-5-methyl-4-(4-(4-methylpiperazin-1-yl)piperidin-1-yl)Phenyl)amino)pyrimidin-4-yl)(methyl)amino)-4-fluorophenyl)propan-2-ol BrC=1C(=NC(=NC1)NC1=C(C=C(C(=C1)C)N1CCC(CC1)N1CCN(CC1)C)OC)N(C1=C(C=CC(=C1)F)C(C)(C)O)C